2-(4-chloro-3-methyl-2,6-dioxo-2,3-dihydropyrimidin-1(6H)-yl)-N-(4-methyl-3-(N-(2-(pyridin-2-yl)ethyl)sulfamoyl)phenyl)acetamide ClC=1N(C(N(C(C1)=O)CC(=O)NC1=CC(=C(C=C1)C)S(NCCC1=NC=CC=C1)(=O)=O)=O)C